OC=1C=C(C=CC1OC)\C=C\C(=O)C1=C(C=CC=C1)C1=CC(=CC=C1)F (E)-3-Hydroxy-4-methoxy-2'-(3-fluorophenyl)chalcone